2-cyanomethylene-1,3-thiazolidine C(#N)C=C1SCCN1